FC=1C(=C(C=C(C1)C=1N=NN(N1)C)O)C=1N=C2N(C=CC(=N2)C=2CC(NC(C2)(C)C)(C)C)C1 3-fluoro-5-(2-methyl-2H-tetrazol-5-yl)-2-(7-(2,2,6,6-tetramethyl-1,2,3,6-tetrahydropyridin-4-yl)imidazo[1,2-a]pyrimidin-2-yl)phenol